Amyl-triethylammonium C(CCCC)[N+](CC)(CC)CC